2-(2-Chloro-4-(1-(chinolin-5-yl)-5-(trifluoromethyl)-1H-pyrazol-4-carboxamido)phenyl)-2H-1,2,3-triazol ClC1=C(C=CC(=C1)NC(=O)C=1C=NN(C1C(F)(F)F)C1=C2C=CC=NC2=CC=C1)N1N=CC=N1